1H-pyrazolo[3,4-c]pyridin N1N=CC=2C1=CN=CC2